(R)-4-(5-chloro-4-(((3-fluorotetrahydro-2H-pyran-3-yl)methyl)amino)-6-oxopyridazin-1(6H)-yl)-N-(4-cyanophenyl)-N-cyclopropylpiperidine-1-sulfonamide ClC1=C(C=NN(C1=O)C1CCN(CC1)S(=O)(=O)N(C1CC1)C1=CC=C(C=C1)C#N)NC[C@]1(COCCC1)F